C(C=C(C)C)C1(C2=NC=NC2=NC=N1)N 6-(2-isopentenyl)adenine